4-{3-[(1R)-1-aminoethyl]-4-methyl-5-oxo-4,5-dihydro-1H-1,2,4-triazol-1-yl}-2,5-difluorobenzoic acid tert-butyl ester hydrochloride Cl.C(C)(C)(C)OC(C1=C(C=C(C(=C1)F)N1N=C(N(C1=O)C)[C@@H](C)N)F)=O